C(C)OC1=CC=C(C=N1)[C@H](CO)NC(=O)C1C2(C1)COC1=C2C=C(C=C1)F cis-N-[(1R)-1-(6-Ethoxypyridin-3-yl)-2-hydroxyethyl]-5-fluoro-2H-spiro[1-benzofuran-3,1'-cyclopropane]-2'-carboxamide